C(#N)C1=CC(=C(OC2=NC(=NC(=C2C(=O)NC2=CC(=CC=C2)S(=O)(=N)C)C)C(F)(F)F)C=C1)OC 4-(4-cyano-2-methoxy-phenoxy)-6-methyl-N-[3-(methylsulfonimidoyl)phenyl]-2-(trifluoromethyl)pyrimidine-5-carboxamide